COC1=CC=C(C=N1)C1=CC=2N(C=C1)N=C(C2)NC(=O)NCCC2=NC(=NO2)C 1-(5-(6-methoxypyridin-3-yl)pyrazolo[1,5-A]pyridin-2-yl)-3-(2-(3-methyl-1,2,4-oxadiazol-5-yl)ethyl)urea